CN1C(=CC=2C1=CC=C1C(=CC(=NC21)C(F)(F)F)C(C(F)(F)F)(F)F)C(=O)NN 7-methyl-4-(perfluoroethyl)-2-(trifluoromethyl)-7H-pyrrolo[2,3-h]quinoline-8-carbohydrazide